(2S,3S)-3-hydroxy-2-methylazetidine-1-carboxylate O[C@@H]1[C@@H](N(C1)C(=O)[O-])C